Boc(4-oxo-4-(4-(5-(trifluoromethyl)pyrimidin-2-yl)piperazin-1-yl)butyl)amide C(=O)(OC(C)(C)C)[N-]CCCC(N1CCN(CC1)C1=NC=C(C=N1)C(F)(F)F)=O